2,2'-thiobis(4,6-di-tert-butylresorcinol) S(C1=C(O)C(=CC(=C1O)C(C)(C)C)C(C)(C)C)C1=C(O)C(=CC(=C1O)C(C)(C)C)C(C)(C)C